ethylene glycol (3-ethyl-3-oxetanyl) ether C(C)C1(COC1)OCCO